5-((benzoyloxy) methyl)-2-cyano-5-fluorotetrahydrofuran-3,4-dibenzoate C(C1=CC=CC=C1)(=O)OCC1(C(C(C(O1)C#N)C1=CC=CCC1C(=O)[O-])C1=CC=CC=C1C(=O)[O-])F